CN(C(C1=CC(=CC=C1)NC1=C(N=C2N1C=CN=C2)C2=CC=NC=C2)=O)C N,N-dimethyl-3-((2-(pyridin-4-yl)imidazo[1,2-a]pyrazin-3-yl)amino)benzamide